ClC1=C(C=CC=C1)[C@]1([C@H](CCCC1)N[C@@H](C)C1=CC=C(C=C1)C)NC (1R,2S)-1-(2-chlorophenyl)-N1-methyl-N2-((S)-1-(p-tolyl)ethyl)cyclohexane-1,2-diamine